C(C)C(CCCCC)OC(=O)CCCCCCCCC capric ethylhexyl ester